S1C(=CC=C1)N[C@@H](C)C(=O)O 2-thienylalanine